Methyl ((((1S,4R)-4-(2-amino-6-methoxy-9H-purin-9-yl)cyclopent-2-en-1-yl)methoxy)(4-bromophenoxy)phosphorothioyl)-L-alaninate NC1=NC(=C2N=CN(C2=N1)[C@H]1C=C[C@H](C1)COP(=S)(OC1=CC=C(C=C1)Br)N[C@@H](C)C(=O)OC)OC